CC1(OB(OC1(C)C)C=1C=CC(=NC1)NC(=O)C=1C=NC(=NC1)C)C N-(5-(4,4,5,5-tetramethyl-1,3,2-dioxaborolan-2-yl)-pyridin-2-yl)-2-methylpyrimidine-5-carboxamide